[Cr].[Cu].[Fe].[Ni] nickel-iron-copper-chromium